2,2'-methylenebis[4,6-di(tert-butyl) phenyl] phosphate P1(=O)(OC2=C(C=C(C=C2C(C)(C)C)C(C)(C)C)CC2=C(C(=CC(=C2)C(C)(C)C)C(C)(C)C)O1)[O-]